4'-[benzene-1,3,5-triyltris(acetylene-2,1-diyl)]tribenzaldehyde C1(=CC(=CC(=C1)C#CC1=C(C=O)C=CC=C1)C#CC1=C(C=O)C=CC=C1)C#CC1=C(C=O)C=CC=C1